D-glucuronic acid sulfate S(=O)(=O)(O)O.O=C[C@H](O)[C@@H](O)[C@H](O)[C@H](O)C(=O)O